NC1=NC=CC2=C1C(=NN2C2C[C@@H](N(C2)C(C=C)=O)COC)I 1-[(2R)-4-[4-amino-3-iodopyrazolo[4,3-c]pyridin-1-yl]-2-(methoxymethyl)pyrrolidin-1-yl]prop-2-en-1-one